[Er].[Y] Yttrium-Erbium